ClC1=C(C=CC=2C3=C(NC12)C(CN(C3)C(=O)C3=NC=C(C=N3)OC)C3=CC=CC=C3)Cl (6,7-dichloro-4-phenyl-1,3,4,5-tetrahydro-2H-pyrido[4,3-b]indol-2-yl)(5-methoxypyrimidin-2-yl)methanone